C(C)(C)(C)OC(=O)N1CCC(=CC1)C1=CC(=C(C(=O)NC2=CC(=C(C=C2)N2CCN(CC2)C(=O)OC(C)(C)C)C)C=C1)OC tert-butyl 4-(4-(4-(1-(tert-butoxycarbonyl)-1,2,3,6-tetrahydropyridin-4-yl)-2-methoxybenzamido)-2-methylphenyl)piperazine-1-carboxylate